NC1=CC=2OCCN(C2C=N1)C(C(=O)N(CC1=NC=C(C=C1)C(F)(F)F)C1CCC1)=O 2-(7-Amino-2,3-dihydro-4H-pyrido[4,3-b][1,4]oxazin-4-yl)-N-cyclobutyl-2-oxo-N-((5-(trifluoromethyl)pyridin-2-yl)methyl)acetamide